di-undecyl terephthalate C(C1=CC=C(C(=O)OCCCCCCCCCCC)C=C1)(=O)OCCCCCCCCCCC